OCC1(CC1)O 1-hydroxymethylcyclopropan-1-ol